N1CC2(CC1)OC1=CC(=C(C=C1CC2)C(=O)O)C(=O)O spiro[chroman-2,3'-pyrrolidine]-6,7-dicarboxylic Acid